6-bromo-3-fluoropicolinonitrile BrC1=CC=C(C(=N1)C#N)F